(2S,6R)-2-(hydroxymethyl)-6-(propan-2-yl)morpholine-4-carboxylic acid tert-butyl ester C(C)(C)(C)OC(=O)N1C[C@H](O[C@@H](C1)C(C)C)CO